N[C@H]1[C@@H]2N(C[C@H]1CC2)C(=O)C2=CC1=C(N(C(=N1)C1=CC=3C=4N1C(CNC4C=CC3)C)C)C=C2 ((1R,4R,7R)-7-amino-2-azabicyclo[2.2.1]heptan-2-yl)(1-methyl-2-(3-methyl-2,3-dihydro-1H-pyrrolo[1,2,3-de]quinoxalin-5-yl)-1H-benzo[d]imidazol-5-yl)methanone